ClC1=NC(=CC(=C1)C=1C(=NN2C1N=C(C=C2)NC2CCNCC2)C2=C(C#N)C=CC=C2)C [3-(2-chloro-6-methyl-4-pyridinyl)-5-(4-piperidinylamino)pyrazolo[1,5-a]pyrimidin-2-yl]benzonitrile